(2r,4r)-N-(5-(1-amino-3-cyclopropyl-1-(pyridin-2-yl)propyl)-2-fluorophenyl)-4-hydroxypyrrolidine-2-carboxamide NC(CCC1CC1)(C1=NC=CC=C1)C=1C=CC(=C(C1)NC(=O)[C@@H]1NC[C@@H](C1)O)F